rac-(1R,2R,3S,3aR,8bS)-2-(3-isopropyl-1,2,4-oxadiazol-5-yl)-6,8-dimethoxy-3a-(4-methoxyphenyl)-3-phenyl-2,3,3a,8b-tetrahydro-1H-cyclopenta[b]benzofuran-1,8b-diol C(C)(C)C1=NOC(=N1)[C@H]1[C@H]([C@@]2([C@@](OC3=C2C(=CC(=C3)OC)OC)([C@@H]1C1=CC=CC=C1)C1=CC=C(C=C1)OC)O)O |r|